N-Ethyl-5-fluoro-2-((5-(2-((R)-6-(((S)-2-hydroxy-3-methoxypropyl)amino)-2-methylhexan-3-yl)-2,6-diazaspiro[3.4]oct-6-yl)-1,2,4-triazin-6-yl)oxy)-N-isopropylbenzamide formate C(=O)O.C(C)N(C(C1=C(C=CC(=C1)F)OC1=C(N=CN=N1)N1CC2(CN(C2)[C@@H](C(C)C)CCCNC[C@@H](COC)O)CC1)=O)C(C)C